NC=1OC2=C(N1)C=C(C=C2)C=2C=C1C(=C(C=NC1=CC2)C#N)N2CCC1=CC(=C(C=C21)Cl)F 6-(2-amino-1,3-benzoxazol-5-yl)-4-(6-chloro-5-fluoro-indolin-1-yl)quinoline-3-carbonitrile